1-(5-bromo-2-methoxy-phenyl)adamantane BrC=1C=CC(=C(C1)C12CC3CC(CC(C1)C3)C2)OC